2-((1-(5,6-diphenylpyrazin-2-yl)pyrrolidin-3-yl)oxy)ethanol pent-2-ene-1,5-diyl-diacetate C(C=CCCCC(=O)O)CC(=O)O.C1(=CC=CC=C1)C=1N=CC(=NC1C1=CC=CC=C1)N1CC(CC1)OCCO